ClC1=CC(=C(N=N1)N)N1CCN(CC1)C 6-chloro-4-(4-methylpiperazin-1-yl)pyridazin-3-amine